COC1=CC2=C(N=C(S2)N)C=C1 6-methoxy-1,3-benzothiazol-2-amine